tridecylether acetate C(C)(=O)O.C(CCCCCCCCCCCC)OCCCCCCCCCCCCC